8-(cyclopropylethynyl)-N-methyl-N-Phenyl-[1,2,4]triazolo[4,3-a]quinazolin-5-amine C1(CC1)C#CC1=CC=C2C(=NC=3N(C2=C1)C=NN3)N(C3=CC=CC=C3)C